2-(3,5-Difluorophenyl)-8-methyl-7-(methylsulfonyl)imidazo[1,5-a]pyridine-1-carboxylic acid FC=1C=C(C=C(C1)F)N1CN2C(C(=C(C=C2)S(=O)(=O)C)C)=C1C(=O)O